CN1C(C2=C(C(=C1)C1=C(OC3=CC=C(C=C3)CCC3CCN(CC3)C(=O)OC(C)(C)C)C=CC(=C1)CS(=O)(=O)C)C=CN2)=O tert-butyl 4-[2-[4-[2-(6-methyl-7-oxo-1H-pyrrolo[2,3-c]pyridin-4-yl)-4-(methylsulfonylmethyl)phenoxy]phenyl]ethyl]piperidine-1-carboxylate